ClC1=NC=C(C(=C1)N1C[C@@]2(C[C@@H]2C1)CO)C#CC=1C=NN(C1)C(F)(F)F ((1s,5s)-3-(2-chloro-5-((1-(trifluoromethyl)-1H-pyrazol-4-yl)ethynyl)pyridin-4-yl)-3-azabicyclo[3.1.0]hex-1-yl)methanol